N12CC=C([C@H](CCC1)C2)C2=CC=C(CN1C=CC3=CC(=CC=C13)N1N=C(C=C1C)C(=O)N)C=C2 1-(1-(4-((5S)-1-azabicyclo[3.3.1]non-3-en-4-yl)benzyl)-1H-indol-5-yl)-5-methyl-1H-pyrazole-3-carboxamide